BrC=1C(=NC(=NC1)OC)OC 5-bromo-2,4-dimethoxypyrimidine